(S)-1-(4-(2-(4-((S)-2-acetoxy-3-chloropropoxy)-3,5-dichlorophenyl) propan-2-yl) phenoxy)-3-fluoroprop-2-yl acetate C(C)(=O)O[C@@H](COC1=CC=C(C=C1)C(C)(C)C1=CC(=C(C(=C1)Cl)OC[C@@H](CCl)OC(C)=O)Cl)CF